6-[5-[(1S)-1-[[6-chloro-8-(trifluoromethylsulfonyl)quinazolin-4-yl]amino]ethyl]-1,2,4-triazol-1-yl]pyrimidine-4-carboxamide ClC=1C=C2C(=NC=NC2=C(C1)S(=O)(=O)C(F)(F)F)N[C@@H](C)C1=NC=NN1C1=CC(=NC=N1)C(=O)N